C(#N)C1=CC(=C(C=C1)N1CC(N(C2(CN(C2)C=2C=C(C(=O)NC)C=CC2)C1=O)CC1=CC=C(C=C1)C(F)(F)F)=O)F 3-(8-(4-cyano-2-fluorophenyl)-6,9-dioxo-5-(4-(trifluoromethyl)benzyl)-2,5,8-triazaspiro[3.5]non-2-yl)-N-methylbenzamide